COC1=C(C=C(C=C1)OC)C(C)=O 1-(2,5-dimethoxyphenyl)ethan-1-one